NC1CCN(CC1)C1=NC2=C(C=C(C=C2C(=N1)C1=CC(=C(C#N)C=C1)F)C1=C(C=CC=C1)C(F)(F)F)F 4-(2-(4-Aminopiperidin-1-yl)-8-fluoro-6-(2-trifluoromethylphenyl)quinazolin-4-yl)-2-fluorobenzonitrile